NC1=CC=C(C=C1)N1N=C(C=2C1=NC=C(C2)NC(C=C)=O)C N-(1-(4-aminophenyl)-3-methyl-1H-pyrazolo[3,4-b]pyridin-5-yl)acrylamide